N1(C=NC=C1)CCCS 3-(1H-imidazol-1-yl)propane-1-thiol